5-amino-1-(tetrahydro-2H-pyran-4-yl)-indole-6-carboxylic acid methyl ester COC(=O)C1=C(C=C2C=CN(C2=C1)C1CCOCC1)N